bis(Diphenylphosphinoethyl)phenylphosphin C1(=CC=CC=C1)P(C1=CC=CC=C1)CCP(C1=CC=CC=C1)CCP(C1=CC=CC=C1)C1=CC=CC=C1